CC1=C(C=C2C(=N1)NC(=N2)C2N(CCC2)C#N)C2=CC=CC=C2 (5-Methyl-6-phenyl-3H-imidazo[4,5-b]pyridin-2-yl)pyrrolidine-1-carbonitrile